N,N-Bis(3-aminopropyl)methylamine NCCCN(CCCN)C